2-(2-(3,6-dihydro-2H-pyran-4-yl)-5-ethyl-6-(4-(2-hydroxybenzoyl)piperazin-1-yl)-7-oxo-[1,2,4]triazolo[1,5-a]pyrimidin-4(7H)-yl)-N-(2-methyl-4-(trifluoromethyl)phenyl)acetamide O1CCC(=CC1)C1=NN2C(N(C(=C(C2=O)N2CCN(CC2)C(C2=C(C=CC=C2)O)=O)CC)CC(=O)NC2=C(C=C(C=C2)C(F)(F)F)C)=N1